C(C)(C)(C)OC(=O)N1C[C@@H]2C([C@@H]2C1)N1C([C@@H](CC1)O)=O (1R,5S,6S)-6-((R)-3-hydroxy-2-oxopyrrolidin-1-yl)-3-azabicyclo[3.1.0]Hexane-3-carboxylic acid tert-butyl ester